O=C1C=CC(=CN1)C1=CC=CC2=C1OC(CO2)C[NH-] [8-(6-oxo-1,6-dihydro-pyridin-3-yl)-2,3-dihydro-benzo[1,4]dioxin-2-ylmethyl]-amid